NCC[SiH2]C(OCC)OCC 2-Aminoethyl(diethoxymethylsilane)